ClC1=CC=C2CCC(CC2=C1)N1CC2=C(CC1)N=C(N2)C2=NC=NC=C2Cl 5-(7-chloro-1,2,3,4-tetrahydronaphthalen-2-yl)-2-(5-chloropyrimidin-4-yl)-4,5,6,7-tetrahydro-3H-imidazo[4,5-c]pyridine